OC1=CN=C(C2=CC(=CC=C12)OC1=CC=CC=C1)CN1CCCCC1 4-hydroxy-7-phenoxy-1-(piperidin-1-ylmethyl)isoquinoline